(2S,3S)-3-((2-(2-chloro-5-trityl-5H-pyrrolo[2,3-b]pyrazin-7-yl)-5-fluoro-6-(thiophen-2-yl)pyrimidin-4-yl)amino)bicyclo[2.2.2]octane-2-carboxylic acid ClC=1N=C2C(=NC1)N(C=C2C2=NC(=C(C(=N2)N[C@@H]2[C@H](C1CCC2CC1)C(=O)O)F)C=1SC=CC1)C(C1=CC=CC=C1)(C1=CC=CC=C1)C1=CC=CC=C1